(6S)-6-{2-Chloro-3-[(6-cyclopropylpyridin-3-yl)amino]-phenyl}-2-imino-6-methyl-3-[(2R*,4R*)-2-methyltetrahydro-pyran-4-yl]hexahydropyrimidin-4-one ClC1=C(C=CC=C1NC=1C=NC(=CC1)C1CC1)[C@@]1(CC(N(C(N1)=N)[C@H]1C[C@H](OCC1)C)=O)C |o1:24,26|